4-hydroxy-7-[2-{[2-{[3-(2-phenylethoxy)propyl]sulfonyl}ethyl]-amino}ethyl]-2(3H)-benzothiazolone OC1=CC=C(C2=C1NC(S2)=O)CCNCCS(=O)(=O)CCCOCCC2=CC=CC=C2